2-(((phenethylthio)carbonyl)amino)benzoic acid C(CC1=CC=CC=C1)SC(=O)NC1=C(C(=O)O)C=CC=C1